3-(5-(4-((1-(4-((S)-6'-Hydroxy-3',4'-dihydro-1'H-spiro[cyclobutane-1,2'-naphthalen]-1'-yl)phenyl)piperidin-4-yl)methyl)piperazin-1-yl)-1-oxoisoindolin-2-yl)piperidine-2,6-dione OC=1C=C2CCC3([C@H](C2=CC1)C1=CC=C(C=C1)N1CCC(CC1)CN1CCN(CC1)C=1C=C2CN(C(C2=CC1)=O)C1C(NC(CC1)=O)=O)CCC3